C(N)(=O)C1=CC2=C(N(/C(/S2)=N/C(=O)C2=C(N=C(O2)C)CC)C/C=C/CNC(OC(C)(C)C)=O)C(=C1)OCCCO tert-butyl ((E)-4-((Z)-6-carbamoyl-2-((4-ethyl-2-methyloxazole-5-carbonyl)imino)-4-(3-hydroxypropoxy)benzo[d]thiazol-3(2H)-yl)but-2-en-1-yl)carbamate